NC=1C(=C(C=CC1)C1=NC=CC(=C1C)C=1OC2=C(N1)C=C(C=C2C#N)CO)C 2-(2-(3-amino-2-methylphenyl)-3-methylpyridin-4-yl)-5-(hydroxymethyl)benzo[d]oxazole-7-nitrile